ClC=1N=C(C2=CC=C(C=C2C1)C1=CC(=CC2=CC=CC=C12)OCOC)N1C[C@H]2CC[C@@H](C1)N2C(=O)OC(C)(C)C tert-butyl (1R,5S)-3-(3-chloro-6-(3-(methoxymethoxy) naphthalen-1-yl) isoquinolin-1-yl)-3,8-diazabicyclo[3.2.1]octane-8-carboxylate